ClC1=NC(=CC(=C1)OB(O)O)Cl (2,6-dichloropyridin-4-yl)boric acid